tert-butyl (2R)-2-methyl-4-{8-[(3-methyl-4-{[1,2,4]triazolo[1,5-a]pyridin-7-yloxy}phenyl)amino]pyrimido[5,4-d][1,3]diazin-2-yl}piperazine-1-carboxylate C[C@H]1N(CCN(C1)C=1N=CC2=C(N1)C(=NC=N2)NC2=CC(=C(C=C2)OC2=CC=1N(C=C2)N=CN1)C)C(=O)OC(C)(C)C